CN1N=NC(=C1NC(O[C@H](C)C1=C(C=CC(=C1)Cl)Cl)=O)C1=NC(=C(C=C1)NS(=O)(=O)C)C (R)-1-(2,5-dichloro-phenyl)ethyl (1-methyl-4-(6-methyl-5-(methyl-sulfonamido)pyridin-2-yl)-1H-1,2,3-triazol-5-yl)carbamate